5-(3-(ethylsulfonyl)-5-vinylpyridin-2-yl)-2-(trifluoromethyl)pyrazolo[1,5-a]pyrimidine C(C)S(=O)(=O)C=1C(=NC=C(C1)C=C)C1=NC=2N(C=C1)N=C(C2)C(F)(F)F